(R)-2-amino-3-bromo-N-((5-chloropyridin-2-yl)methyl)-N-(1-(pyrimidin-2-yl)ethyl)quinoline-6-carboxamide 2,2,2-trifluoroacetate FC(C(=O)O)(F)F.NC1=NC2=CC=C(C=C2C=C1Br)C(=O)N([C@H](C)C1=NC=CC=N1)CC1=NC=C(C=C1)Cl